CN1C(C2=C(C(=C1)C(C)C1=CC=CC=C1)OC(=C2)C=2C=NN(C2)C2COC2)=O 5-methyl-2-(1-(oxetan-3-yl)-1H-pyrazol-4-yl)-7-(1-phenylethyl)furo[3,2-c]pyridin-4(5H)-one